FC=1C(=C(C=CC1)CC(=O)N)C (3-fluoro-2-methyl-phenyl)acetamide